(S)-N-(4-fluoro-3-(1-((1-methyl-1H-pyrazolo[3,4-b]pyrazin-6-yl)amino)ethyl)phenyl)-6-(isopropylamino)-5-methylnicotinamide FC1=C(C=C(C=C1)NC(C1=CN=C(C(=C1)C)NC(C)C)=O)[C@H](C)NC1=CN=C2C(=N1)N(N=C2)C